2-(2-methyl-6H-oxazolo[4,5-e]indol-8-yl)ethan-1-amine CC=1OC=2C(=C3C(=CNC3=CC2)CCN)N1